O[C@@H]1CCC2=CC=3CCCC3C(=C12)NC(=O)N=[S@@](=O)(N)C1=CN=C(S1)C(C)(C)O |o1:1| (S,R) or (S,S)-N'-((3-hydroxy-1,2,3,5,6,7-hexahydro-s-indacen-4-yl)carbamoyl)-2-(2-hydroxy-propan-2-yl)thiazole-5-sulfonimidamide